(1S,3S)-N1-(Thiazolo[5,4-b]pyridin-2-yl)cyclopentane-1,3-diamine tert-Butyl-((1S,3S)-3-(thiazolo[5,4-b]pyridin-2-ylamino)cyclopentyl)carbamate C(C)(C)(C)N(C(O)=O)[C@@H]1C[C@H](CC1)NC=1SC2=NC=CC=C2N1.N1=C(SC2=NC=CC=C21)N[C@@H]2C[C@H](CC2)N